N1CC=C(C2=CC=CC=C12)C(=O)O 1H-quinoline-4-formic acid